((1-(tert-Butoxycarbonyl)azetidin-3-yl)oxy)picolinic acid C(C)(C)(C)OC(=O)N1CC(C1)OC=1C(=NC=CC1)C(=O)O